2-(1H-indazol-3-yl)-6H,7H-pyrrolo[3,4-b]pyridin-5-one N1N=C(C2=CC=CC=C12)C1=CC=C2C(=N1)CNC2=O